NC1=C(C(=NN1C(=O)N1CCOCC1)C(C1=C(N=CC(=C1)NC(CC1=CC=C(C=C1)Cl)=O)F)=O)C(=O)N 5-amino-3-(5-(2-(4-chlorophenyl)acetamido)-2-fluoronicotinoyl)-1-(morpholine-4-carbonyl)-1H-pyrazole-4-carboxamide